7-ethoxy-6-methoxy-1-((5-methyl-1H-indol-3-yl)methyl)-3,4-dihydroisoquinoline-2(1H)-formaldehyde C(C)OC1=C(C=C2CCN(C(C2=C1)CC1=CNC2=CC=C(C=C12)C)C=O)OC